4-((1R,5S)-3,8-diazabicyclo[3.2.1]octan-3-yl)-7-(4-ethyl-5-fluoro-1H-indol-3-yl)-8-fluoro-2-((tetrahydro-1H-pyrrolizin-7a(5H)-yl)methoxy)quinazoline [C@H]12CN(C[C@H](CC1)N2)C2=NC(=NC1=C(C(=CC=C21)C2=CNC1=CC=C(C(=C21)CC)F)F)OCC21CCCN1CCC2